1-{4-[1-((E)-4-cyclohexyl-3-trifluoromethyl-benzyloxyimino)-ethyl]-2-ethyl-benzyl}-azetidine-3-carboxylic acid C1(CCCCC1)C1=C(C=C(CO\N=C(/C)\C2=CC(=C(CN3CC(C3)C(=O)O)C=C2)CC)C=C1)C(F)(F)F